BrC1=CC(N(C=C1)C1CCNCC1)=O 4-bromo-1-(piperidin-4-yl)pyridin-2(1H)-one